[Na+].NC=1C=C(C=2C=CC3=C(C=C(C=4C=CC1C2C43)S(=O)(=O)[O-])S(=O)(=O)[O-])S(=O)(=O)[O-].[Na+].[Na+] 8-aminopyrene-1,3,6-trisulfonic acid, sodium salt